OB1OCC2=C1C(=CC=C2)CC(=O)N[C@H](C(=O)O)CNC(CC2=CC=CC1=C2B(OC1)O)=O (S)-2,3-bis(2-(1-hydroxy-1,3-dihydrobenzo[c][1,2]oxaborol-7-yl)acetamido)propanoic acid